9-bromo-8-((2-(trimethylsilyl) ethoxy) methyl)-5,6,7,8-tetrahydropyrimido[4',5':3,4]cyclohepta[1,2-b]indol-2-yl triflate O(S(=O)(=O)C(F)(F)F)C=1N=CC2=C(C3=C(N(C=4C(=CC=CC34)Br)COCC[Si](C)(C)C)CCC2)N1